C(C=C)OC1=NC2=C(N1)C=CC=C2 2-(allyloxy)-1H-benzimidazole